N[C@H]1C2N(CC1CC2)C(=O)C2=CC1=C(N(C(=N1)C=1N(C3=CC(=CC=C3C1)C1=CC(=C(C(=O)OC)C(=C1)F)F)CC1CC1)C)C(=C2)OC methyl 4-(2-{5-[(7R)-7-amino-2-azabicyclo[2.2.1]heptane-2-carbonyl]-7-methoxy-1-methyl-1H-1,3-benzodiazol-2-yl}-1-(cyclopropylmethyl)-1H-indol-6-yl)-2,6-difluorobenzoate